C(CCC)OC(=O)N(C(=O)[O-])CCCCBr butyl(4-bromobutyl)imidodicarbonate